COC=1C=C2C(=C3C(=NC2=CC1OC)CCCCC3)N[C@H]3CN(CCC3)CC (3R)-N-{2,3-dimethoxy-6H,7H,8H,9H,10H-cyclohepta[b]quinolin-11-yl}-1-ethylpiperidin-3-amine